{2-[(9R)-9-(pyridin-2-yl)-6-oxaspiro[4.5]decan-9-yl]ethyl}({[6-(trifluoromethyl)pyridazin-4-yl]methyl})amine N1=C(C=CC=C1)[C@@]1(CCOC2(CCCC2)C1)CCNCC1=CN=NC(=C1)C(F)(F)F